C1(CC1)CN1C[C@@H]([C@H](CC1)NC(=O)C1=NOC(=C1)C1=C(C=C(C=C1)F)F)C(=O)N1C(CCC1)C1=NC=CC=N1 5-(2,4-Difluoro-phenyl)-isoxazole-3-carboxylic acid [(3S,4S)-1-cyclopropylmethyl-3-(2-pyrimidin-2-yl-pyrrolidine-1-carbonyl)-piperidin-4-yl]-amide